ClC=1SC(=CC1[C@@H](C)N(C(O)=O)C1=C(N=NN1C)C1=NC=C(C=C1)[N+](=O)[O-])Cl.S(CCCC(=O)N)CCCC(=O)N N'-(Thiobis(ethane-2,1-diyl))diacetamide (R)-1-(2,5-dichlorothiophen-3-yl)ethyl-(1-methyl-4-(5-nitropyridin-2-yl)-1H-1,2,3-triazol-5-yl)carbamate